CC(C(=O)[O-])=CC 2-methylbut-2-en-oate